BrC1=CC2=C(N=C(O2)C)C(=C1)F 6-bromo-4-fluoro-2-methylbenzo[d]oxazole